C(C)(=O)NC=1C=C(C=CC1)CC(=O)NC1=NC=C(C(=C1)C1=C2N(N=C1)CC(C2)(C)C)Cl 2-(3-acetamidophenyl)-N-(5-chloro-4-(5,5-dimethyl-5,6-dihydro-4H-pyrrolo[1,2-b]pyrazol-3-yl)pyridin-2-yl)acetamide